O[C@@](CCC=1C(C(=C(C(C1C)=O)C)C)=O)(CC\C=C(\CC\C=C(\CCC=C1COC1)/C)/C)C 2-((R,6E,10E)-3-hydroxy-3,7,11-trimethyl-14-(oxetan-3-ylidene)tetradeca-6,10-dien-1-yl)-3,5,6-trimethylcyclohexa-2,5-diene-1,4-dione